tert-butyl-5-(((S)-1-(5-(2-methoxyquinolin-3-yl)-1,3,4-oxadiazol-2-yl)-7-oxononyl)carbamoyl)-7-oxo-2,6-diazaspiro[3.4]octane-2-carboxylate C(C)(C)(C)OC(=O)N1CC2(C1)C(NC(C2)=O)C(N[C@@H](CCCCCC(CC)=O)C=2OC(=NN2)C=2C(=NC1=CC=CC=C1C2)OC)=O